O[C@H]1C[C@@H](CCC1)CC(=O)OC |o1:1,3| Methyl 2-((1R*,3R*)-3-hydroxycyclohexyl)acetate